5,6-dimethylnorbornene CC1C2C=CC(C1C)C2